FC1=C(C(=CC=C1)F)C1=NCC2=NN=C(N2C=2SC=3C[C@@H](CC3C12)C)C (13R)-9-(2,6-difluorophenyl)-3,13-dimethyl-16-thia-2,4,5,8-tetraazatetracyclo[8.6.0.02,6.011,15]hexadeca-1(10),3,5,8,11(15)-pentaene